ClC1=CC(=C(C=N1)C1=NN=C(S1)CCC(C)(O)C)NC(C)C 4-(5-(6-chloro-4-(isopropylamino)pyridin-3-yl)-1,3,4-thiadiazol-2-yl)-2-methylbutan-2-ol